ClC1=C(C(=CC=C1)Cl)NC1=C(C(=O)O)C=CC=C1 2-(2,6-dichlorophenylamino)benzoic acid